6-[1-[4-(methylamino)cyclohexyl]pyrazol-4-yl]-4-(2-pyridylsulfanyl)pyrazolo[1,5-a]pyridine-3-carbonitrile CNC1CCC(CC1)N1N=CC(=C1)C=1C=C(C=2N(C1)N=CC2C#N)SC2=NC=CC=C2